4-((1R,5S)-3,8-Diazabicyclo[3.2.1]octan-3-yl)-7-(8-ethyl-7-fluoro-3-hydroxynaphthalen-1-yl)-2-((1-(pyrrolidin-1-ylmethyl)cyclopropyl)methoxy-d2)pyrimido[4,5-d]pyridazin-8(7H)-one [C@H]12CN(C[C@H](CC1)N2)C2=NC(=NC=1C(N(N=CC12)C1=CC(=CC2=CC=C(C(=C12)CC)F)O)=O)OC([2H])([2H])C1(CC1)CN1CCCC1